1-(4-bromophenyl)-3-cyclopropyl-1,2,4-triazole BrC1=CC=C(C=C1)N1N=C(N=C1)C1CC1